5,5-difluoropiperidine-2-carboxylic acid methyl ester COC(=O)C1NCC(CC1)(F)F